D-5-bromo-2-(5-{[(4-fluorophenyl)amino]methyl}-1,3,4-oxadiazol-2-yl)pyrazine tert-Butyl-2-[4-[4-[[(3RS)-2,6-dioxo-3-piperidyl]amino]phenyl]-1-piperidyl]acetate C(C)(C)(C)OC(CN1CCC(CC1)C1=CC=C(C=C1)N[C@H]1C(NC(CC1)=O)=O)=O.BrC=1N=CC(=NC1)C=1OC(=NN1)CNC1=CC=C(C=C1)F |r|